C(=C)OCCCl chloroethyl vinyl ether